3-acetyl-5,6,8-trichloro-2-(3-fluoroanilino)-1H-quinolin-4-one C(C)(=O)C1=C(NC2=C(C=C(C(=C2C1=O)Cl)Cl)Cl)NC1=CC(=CC=C1)F